C(C)(C)(C)OC(=O)N1CC(C1)C(\C=C\N(C)C)=O (E)-3-(3-(dimethylamino)acryloyl)azetidine-1-carboxylic acid tert-butyl ester